CC1N(CC(C(C1)N(C(CC)=O)C1=CC=CC=C1)C)CCC1=CC=CC=C1 N-(2,5-dimethyl-1-phenethylpiperidin-4-yl)-N-phenylpropionamide